(S)-N-(3'-(1-(5-cyclopropylthiazol-2-yl)amino-1-oxopropan-2-yl)-[1,1'-biphenyl]-4-yl)acrylamide C1(CC1)C1=CN=C(S1)NC([C@@H](C)C=1C=C(C=CC1)C1=CC=C(C=C1)NC(C=C)=O)=O